C(C1=CC=CC=C1)NCC(C)N N-benzylpropane-1,2-diamine